1-(octyl-oxy)dodeca-1,10-diene C(CCCCCCC)OC=CCCCCCCCC=CC